FC=1C(=NC(=NC1C1=CC=C(C=C1)C)C1=CN(C2=NC=C(C=C21)F)S(=O)(=O)C2=CC=C(C)C=C2)NC2C(C1CCC2CC1)C(=O)OC (+/-)-trans-methyl 3-((5-fluoro-2-(5-fluoro-1-tosyl-1H-pyrrolo[2,3-b]pyridin-3-yl)-6-(p-tolyl)pyrimidin-4-yl)amino)bicyclo[2.2.2]octane-2-carboxylate